2-(((4-(Dimethylamino)butanoyl)oxy)methyl)-2-(((2-hexyloctanoyl)oxy) methyl)propane-1,3-diyl dioctanoate C(CCCCCCC)(=O)OCC(COC(CCCCCCC)=O)(COC(C(CCCCCC)CCCCCC)=O)COC(CCCN(C)C)=O